C1=CC=CC=2C3=CC=CC=C3C(C12)COC(=O)N([C@H](C(=O)O)CC1=CC=CC=C1)C (2S)-2-[9H-fluoren-9-yl-methoxycarbonyl-(methyl)amino]-3-phenyl-propanoic acid